C(C)(C)(C)C=1N=C(OC1)C1=NC(=CC(=C1)OC)C=1OC=C(N1)C(C)(C)C 2,6-bis[4-(S)-tert-butyl-2-oxazolyl]-4-methoxypyridine